CN(C(=O)C1=NC=CC(=N1)C1=CC=C(C=C1)C)C1=CC=C(C=C1)C N-methyl-N,4-di-p-tolylpyrimidine-2-carboxamide